N-(2-(2-bromo-1H-indol-3-yl)ethyl)-N-isopropylpropan-2-amine BrC=1NC2=CC=CC=C2C1CCN(C(C)C)C(C)C